FC1=CC=C(C=C1)C1(CC1)N 1-(4-fluorophenyl)cyclopropan-1-amine